NCCCN(C(CC)N)CCCCCCCCCCCC N-(3-aminopropyl)-N-dodecyl-propanediamine